ClC=1C=CC(=C2CCNC(C12)=O)OC 8-chloro-5-methoxy-3,4-dihydroisoquinolin-1(2H)-one